1-(4-(3-Chlorophenyl)-3,4-dihydroquinoxalin-1(2H)-yl)-3-(4-methylpiperazin-1-yl)propan-1-one ClC=1C=C(C=CC1)N1CCN(C2=CC=CC=C12)C(CCN1CCN(CC1)C)=O